BrC1=C(C=C(C=N1)C1=NC=C(C=C1C=CC1=CC=CC=C1)C=1C=NC=CC1)C 6-Bromo-5-methyl-3'-styryl-3,2':5',3''-terpyridine